pheophorbide B CCC1=C2C=C3C(=C4C(=O)[C@@H](C(=C5[C@H]([C@@H](C(=CC6=NC(=CC(=N2)C1=CO)C(=C6C)C=C)N5)C)CCC(=O)O)C4=N3)C(=O)OC)C